C(#N)C1=CN=C(S1)N1N=CN=C1[C@H](C)NC(=O)NC1=C(C=C(C(=C1)C(F)(F)F)Cl)Cl 1-[(1S)-1-[2-(5-cyanothiazol-2-yl)-1,2,4-triazol-3-yl]ethyl]-3-[2,4-dichloro-5-(trifluoromethyl)phenyl]urea